NC1=NC2=C(C=3N1N=C(N3)C=3OC=CC3)SC(N2CCN2CCN(CC2)C2=C(C=C(C(=O)NCCN)C=C2)F)=O 4-(4-(2-(5-Amino-8-(furan-2-yl)-2-oxothiazolo[5,4-e][1,2,4]triazolo[1,5-c]pyrimidin-3(2H)-yl)ethyl)piperazin-1-yl)-N-(2-aminoethyl)-3-fluorobenzamide